4-(3-Chloro-5-(ethoxycarbonyl)pyridin-2-yl)-3-oxopiperazine-1-carboxylic acid tert-butyl ester C(C)(C)(C)OC(=O)N1CC(N(CC1)C1=NC=C(C=C1Cl)C(=O)OCC)=O